2-[(2E)-2-(aminomethyl)-3-fluoroprop-2-en-1-yl]-4-(5-bromo-3-fluoropyridin-2-yl)-2,4-dihydro-3H-1,2,4-triazol-3-one hydrochloride Cl.NC/C(/CN1N=CN(C1=O)C1=NC=C(C=C1F)Br)=C\F